(1-(2-bromo-5-methoxy-4-nitrophenyl)piperidin-4-yl)-N,N-dimethylazetidin-3-amine BrC1=C(C=C(C(=C1)[N+](=O)[O-])OC)N1CCC(CC1)N1CC(C1)N(C)C